3-hydroxy-piperidine-4-carboxylic acid OC1CNCCC1C(=O)O